C[C@@H]1N([C@@H](CNC1)C)C(=O)N1CC2(N(C=3C(=NN=C(C3)C3=C(C(=CC=C3)F)O)NC2)CC1)C ((2S,6R)-2,6-dimethyl-piperazin-1-yl)(2-(3-fluoro-2-hydroxy-phenyl)-6a-methyl-5,6,6a,7,9,10-hexa-hydro-8H-pyrazino-[1',2':4,5]pyrazino[2,3-c]pyridazin-8-yl)-methanone